C1(=CC=CC=C1)C1=C2C(=C(C=3C=4C=CC(=C5C=CC=C(C13)C54)C5=CC=C(C(=C5)C5=CC=CC=C5)C#N)C5=CC=CC=C5)C=CC=C2 5-(7,12-diphenylbenzo[k]fluoranthen-3-yl)-[1,1'-biphenyl]-2-carbonitrile